(R)-N2-(3,3-difluorocyclopentyl)-6-(6-(trifluoromethyl)pyridin-2-yl)-N4-(2-(trifluoromethyl)pyridin-4-yl)-1,3,5-triazine-2,4-diamine FC1(C[C@@H](CC1)NC1=NC(=NC(=N1)NC1=CC(=NC=C1)C(F)(F)F)C1=NC(=CC=C1)C(F)(F)F)F